Cl.FC1=C(C=CC(=C1)F)C1=CC(=NO1)C(=O)NCC1CCNCC1 5-(2,4-difluorophenyl)-N-(piperidin-4-ylmethyl)isoxazole-3-carboxamide hydrochloride